8-(3-chloro-4-fluorophenyl)-2-(2-(3-fluoropyrrolidin-1-yl)-2-oxoethyl)pyrrolo[1,2-a]pyrazin-1(2H)-one ClC=1C=C(C=CC1F)C=1C=CN2C1C(N(C=C2)CC(=O)N2CC(CC2)F)=O